2-((4-(2-(4-cyano-2-fluorophenyl)-3-fluoro-2-methyl-2,3-dihydrobenzofuran-7-yl)piperidin-1-yl)methyl)-1-(((S)-oxetan-2-yl)methyl)-1H-benzo[d]imidazole-6-carboxylic acid C(#N)C1=CC(=C(C=C1)C1(OC2=C(C1F)C=CC=C2C2CCN(CC2)CC2=NC1=C(N2C[C@H]2OCC2)C=C(C=C1)C(=O)O)C)F